N-[5-[1-(5-cyano-1,3-thiazol-2-yl)-3,6-dihydro-2H-pyridin-5-yl]-4-fluoro-2-[(3R)-3,4-dimethylpiperazin-1-yl]phenyl]-4-fluoro-2-(trifluoromethyl)benzamide C(#N)C1=CN=C(S1)N1CCC=C(C1)C=1C(=CC(=C(C1)NC(C1=C(C=C(C=C1)F)C(F)(F)F)=O)N1C[C@H](N(CC1)C)C)F